4-(3-cyano-6-(1-(2,2-difluoroethyl)-1H-pyrazol-4-yl)pyrazolo[1,5-a]pyridin-4-yl)piperazine-1-carboxylic acid tert-butyl ester C(C)(C)(C)OC(=O)N1CCN(CC1)C=1C=2N(C=C(C1)C=1C=NN(C1)CC(F)F)N=CC2C#N